BrC=1C=C(C=CC1)C1(CC(C1)C)C(=O)NNC(NC)=S 2-(1-(3-Bromophenyl)-3-methylcyclobutanecarbonyl)-N-methylhydrazinecarbothioamide